(3H)-Furanone O1C(CC=C1)=O